FC1=C(C(=CC(=C1)OCCN1CC(C1)CF)F)[C@H]1N([C@@H](CC2=C1NC1=CC=CC=C21)C)CC2(CC2)CO (1-(((1R,3R)-1-(2,6-difluoro-4-(2-(3-(fluoromethyl)azetidin-1-yl)ethoxy)phenyl)-3-methyl-1,3,4,9-tetrahydro-2H-pyrido[3,4-b]indol-2-yl)methyl)cyclopropyl)methanol